(2S)-2-{[(4-chlorophenyl)methyl]amino}-5,5-dimethylhexanoic acid ClC1=CC=C(C=C1)CN[C@H](C(=O)O)CCC(C)(C)C